FC=1C=CC(=C(C(=O)N2[C@@H](COCC2)C)C1)C=1C=2N(C=C(C1)C1CN(C1)[C@H](CO[C@H]1CN(CC1)C)C(C)C)C(=NC2F)C (3R)-4-[5-fluoro-2-(1-fluoro-3-methyl-6-{1-[(2S)-3-methyl-1-{[(3R)-1-methylpyrrolidin-3-yl]oxy}butan-2-yl]azetidin-3-yl}imidazo[1,5-a]pyridin-8-yl)benzoyl]-3-methylmorpholine